5-chloro-2'-(difluoromethyl)-5'-methoxy-[3,4'-bipyridine]-2-carboxylic acid methyl ester COC(=O)C1=NC=C(C=C1C1=CC(=NC=C1OC)C(F)F)Cl